(1R,2S,4S,5R)-4-((2-methyl-6-(1-methyl-5-(((methyl(propyl)carbamoyl)oxy)methyl)-1H-1,2,3-triazol-4-yl)pyridin-3-yl)oxy)bicyclo[3.1.0]hexane-2-carboxylic Acid CC1=NC(=CC=C1O[C@H]1C[C@@H]([C@@H]2C[C@@H]12)C(=O)O)C=1N=NN(C1COC(N(CCC)C)=O)C